CC=1C=CC=C2N(CCN(C12)C(=O)OCC1=CC=CC=C1)C1=CC2=C(N=C(N=C2)S(=O)(=O)C)N(C1=O)C1=CC=C(C=C1)CN1CCOCC1 benzyl 8-methyl-4-[2-methylsulfonyl-8-[4-(morpholinomethyl) phenyl]-7-oxo-pyrido[2,3-d]pyrimidin-6-yl]-2,3-dihydroquinoxaline-1-carboxylate